O=C1N(CC2=C(C=CC=C12)N(CCC1(CC1)C(F)(F)F)C1CCC(CC1)=O)C1C(NC(CC1)=O)=O 3-{1-oxo-4-[(4-oxocyclohexyl)({2-[1-(trifluoromethyl)cyclopropyl]ethyl})amino]-3H-isoindol-2-yl}piperidine-2,6-dione